COCCOCC=1C=C(C=CC1)S(=O)(=O)Cl 3-[(2-methoxyethoxy)methyl]benzene-1-sulfonyl chloride